C(#N)C1=C(C=C(C=C1)NC(C(CS(=O)(=O)C1=CC=C(C=C1)F)(C)O)=O)C(F)(F)F N-(4-cyano-3-(trifluoro-methyl)phenyl)-3-((4-fluorophenyl)sulfonyl)-2-hydroxy-2-methylpropanamide